C(C)N1CC(C1)OCC(COCCCOC1CC(C1)O)(F)F 3-(3-(3-((1-ethyl-azetidin-3-yl)oxy)-2,2-difluoropropoxy)propoxy)cyclobutan-1-ol